ClC1=NC(=CC=2N(C(NC(C21)=O)=O)C=2C(=NC=CC2)C)Cl 5,7-dichloro-1-(2-methylpyridin-3-yl)pyrido[4,3-d]pyrimidine-2,4(1H,3H)-dione